1,3-dioxoisoindolin-2-yl 2-diazoacetate [N+](=[N-])=CC(=O)ON1C(C2=CC=CC=C2C1=O)=O